C(CCC)N1C=CC=2C1=NC(=CC2)NC2=C(C=CC=C2C(C)C)C(C)C 1-butyl-N-(2,6-diisopropylphenyl)-1H-pyrrolo[2,3-b]Pyridin-6-amine